2-(4-fluorophenyl)-3-oxo-3,5,6,7-tetrahydro-2H-cyclopenta[c]pyridine-4-carboxylic acid FC1=CC=C(C=C1)N1C=C2C(=C(C1=O)C(=O)O)CCC2